ClC1=CC(=C(C=C1)C1=NC(=CC=2N=C(N(C(C21)=O)C)C)N2C[C@H](OCC2)C=2C=NN(C2)CC)F 5-(4-chloro-2-fluorophenyl)-7-((2R)-2-(1-ethyl-1H-pyrazol-4-yl)-4-morpholinyl)-2,3-dimethylpyrido[4,3-d]pyrimidin-4(3H)-one